N-{[4-(4-methylpyridine-3-sulfonyl)phenyl]methyl}furo[2,3-c]pyridine CC1=C(C=NC=C1)S(=O)(=O)C1=CC=C(C=C1)CN1C=C2C(C=C1)=CCO2